N1(N=CC2=CC=CC=C12)C(=O)[O-] 1H-indazole-1-carboxylate